ClC1=CC=C(C2=C1OCCO2)N2CC(NCC2)O 8-Chloro-5-(3-hydroxypiperazin-1-yl)-2,3-dihydro-1,4-benzodioxine